C1=CC=C(C=C1)COC(=O)CCC(C(=O)O)N L-glutamic acid-gamma-benzyl ester